N,N'-octamethylenebisacridine C1=CC=CC=2N(C3=CC=CC=C3CC12)CCCCCCCCN1C=2C=CC=CC2CC2=CC=CC=C12